NC1=C2C(=C(N=N1)OC(C)C)N(C(=N2)CCCC)CC2=CC=C(C=C2)CO (4-((4-amino-2-butyl-7-isopropoxy-1H-imidazo[4,5-d]pyridazin-1-yl)methyl)phenyl)methanol